4-Chloro-3-(1-isopropyl-1H-pyrazol-4-yl)aniline ClC1=C(C=C(N)C=C1)C=1C=NN(C1)C(C)C